3-(1H-pyrrol-3-yl)propanoic acid N1C=C(C=C1)CCC(=O)O